N-[2',7'-bis(3,7-dimethyloctan-3-yl)-9,9'-spirobi-fluoren-4-yl]carbamic acid t-butyl ester C(C)(C)(C)OC(NC1=CC=CC=2C3(C4=CC=CC=C4C12)C1=CC(=CC=C1C=1C=CC(=CC13)C(CC)(CCCC(C)C)C)C(CC)(CCCC(C)C)C)=O